COC1=CC=C(C=C1)S(=O)(=O)NCCCC(CC)C1=NC2=CC=CC=C2C(=C1)C 4-methoxy-N-(4-(4-methylquinolin-2-yl)hexyl)benzenesulfonamide